C(C1=CC=CC=C1)OC(=O)N1CCN(CC1)C1CN(C1)C1=CC(=C(C(=C1)F)Br)F 4-(1-(4-bromo-3,5-difluorophenyl)azetidine-3-yl)piperazine-1-carboxylic acid benzyl ester